2-(PROP-2-YNAMIDO)ACETIC ACID C(C#C)(=O)NCC(=O)O